Rac-(1s,4r,5r)-2-[3-[4-(4-chloro-2-methylsulfonyl-phenyl)phenyl]azetidine-1-carbonyl]-2-azabicyclo[2.1.1]hexane-5-carboxamide ClC1=CC(=C(C=C1)C1=CC=C(C=C1)C1CN(C1)C(=O)N1[C@@H]2[C@@H]([C@H](C1)C2)C(=O)N)S(=O)(=O)C |r|